N(=[N+]=[N-])C(C)(C)C1=CN=C(C2=CN=C(C=C12)Cl)OC(CC1SCCC1)C 2-(2-((4-(2-azidopropan-2-yl)-6-chloro-2,7-naphthyridin-1-yl)oxy)propyl)tetrahydrothiophene